3-((4-chlorobenzyl)amino)-4-((4-(5-(chlorodifluoromethyl)-1,2,4-oxadiazol-3-yl)phenyl)amino)cyclobut-3-ene-1,2-dione ClC1=CC=C(CNC=2C(C(C2NC2=CC=C(C=C2)C2=NOC(=N2)C(F)(F)Cl)=O)=O)C=C1